FC1CC(N(C1)C(=O)C1=NC=CC(=C1)N1C=NC=C1)C(=O)NC(C1=CC=C(C=C1)C(C)C)C1=CC=CC=C1 4-fluoro-1-[4-(1H-imidazol-1-yl)pyridine-2-carbonyl]-N-{phenyl[4-(propan-2-yl)phenyl]methyl}pyrrolidine-2-carboxamide